3-(benzo[d][1,3]dioxol-5-yl)-N-(3-fluorobenzyl)propanamide O1COC2=C1C=CC(=C2)CCC(=O)NCC2=CC(=CC=C2)F